3,3,3-trifluoro-1-(3-(4-(2-(trifluoromethyl)phenyl)piperidine-1-carbonyl)-1,4,6,7-tetrahydro-5H-pyrazolo[4,3-c]pyridin-5-yl)propan-1-one FC(CC(=O)N1CC2=C(CC1)NN=C2C(=O)N2CCC(CC2)C2=C(C=CC=C2)C(F)(F)F)(F)F